methyl-6-nitrobenzene tert-butyl-N-methyl-N-[3-[5-methyl-7-(4,4,5,5-tetramethyl-1,3,2-dioxaborolan-2-yl)benzimidazol-1-yl]propyl]carbamate C(C)(C)(C)OC(N(CCCN1C=NC2=C1C(=CC(=C2)C)B2OC(C(O2)(C)C)(C)C)C)=O.CC2=CC=CC=C2[N+](=O)[O-]